C(C)N(C=1C2=C(N=CN1)C(=CS2)C(=O)NCCCCOC)/N=C/C=2C=CC1=C(COB1O)C2 4-[Ethyl-[(E)-(1-hydroxy-3H-2,1-benzoxaborol-5-yl)methylenamino]amino]-N-(4-methoxybutyl)thieno[3,2-d]pyrimidin-7-carboxamid